ClCC=1N=NN(C1)C 4-(chloromethyl)-1-methyl-1H-1,2,3-triazole